1-((3S,5R,8R,9S,10S,13R,14S,17R)-14-hydroxy-10,13-dimethyl-17-(2-oxo-2H-pyran-5-yl)hexadecahydro-1H-cyclopenta[a]phenanthren-3-yl)-3-(2-(4-methyl-2-oxopiperazin-1-yl)ethyl)urea O[C@]12[C@@H]3CC[C@@H]4C[C@H](CC[C@@]4([C@H]3CC[C@@]2([C@H](CC1)C=1C=CC(OC1)=O)C)C)NC(=O)NCCN1C(CN(CC1)C)=O